C(C)C(COC(CCN(C)C)=O)CCCC N,N-dimethyl-β-alanine 2-ethylhexyl ester